ClC1=NN2C(C(=N1)NC=1N=CN(C1)C=1C=C(C(=O)N)C=C(C1)OC)=CC=C2 3-(4-((2-chloropyrrolo[2,1-f][1,2,4]triazin-4-yl)amino)-1H-imidazol-1-yl)-5-methoxybenzamide